4-[(4-{3-cyano-2-[4-(7H-pyrrolo[2,3-d]pyrimidin-4-yl)-1H-pyrazol-1-yl]propyl}piperazin-1-yl)carbanoyl]-3-fluorobenzonitrile C(#N)CC(CN1CCN(CC1)C(=O)C1=C(C=C(C#N)C=C1)F)N1N=CC(=C1)C=1C2=C(N=CN1)NC=C2